8-[4-(3-Amino-azetidin-1-ylmethyl)-3,5-dimethoxy-phenyl]-6-methyl-6H-pyrido[4,3-d]pyrimidin-5-one NC1CN(C1)CC1=C(C=C(C=C1OC)C1=CN(C(C2=C1N=CN=C2)=O)C)OC